5-chloro-2-fluoro-N-[4-(4-{[1-(2-hydroxyethyl)pyrrolidin-3-yl]oxy}-3-methyl-1H-pyrazolo[3,4-d]pyrimidin-6-yl)phenyl]benzenesulfonamide ClC=1C=CC(=C(C1)S(=O)(=O)NC1=CC=C(C=C1)C1=NC(=C2C(=N1)NN=C2C)OC2CN(CC2)CCO)F